N-ethyl-N-((2-methylthiazol-5-yl)methyl)-6-methoxy-3-nitropyridin-2-amine C(C)N(C1=NC(=CC=C1[N+](=O)[O-])OC)CC1=CN=C(S1)C